C(C1=CC=CC=C1)OC1=C(OC=C(C1=O)C(NCC1=C(C=C(C=C1)F)F)=O)C(=O)OCC ethyl 3-(benzyloxy)-5-((2,4-difluorobenzyl) carbamoyl)-4-oxo-4H-pyran-2-carboxylate